C(C)OC1=C(C(N(C=C1C)C1=CC=C(C=C1)F)=O)C(=O)N 4-ethoxy-1-(4-fluorophenyl)-5-methyl-2-oxopyridine-3-carboxamide